tert-butyl (S)-3-(4-(3-(2,3-difluoro-5-(methylcarbamoyl)phenyl)-5-((tetrahydrofuran-3-yl)oxy)pyrazolo[1,5-a]pyrimidin-6-yl)-1H-pyrazol-1-yl)azetidine-1-carboxylate FC1=C(C=C(C=C1F)C(NC)=O)C=1C=NN2C1N=C(C(=C2)C=2C=NN(C2)C2CN(C2)C(=O)OC(C)(C)C)O[C@@H]2COCC2